FC1=C(C=CC(=C1F)CCCCC)B(O)O 2,3-DIFLUORO-4-PENTYLPHENYLBORONIC ACID